NC=1C2=C(N=CN1)N(C=C2C2CCN(CC2)C(=O)OC(C)(C)C)C tert-butyl 4-{4-amino-7-methyl-7H-pyrrolo[2,3-d]pyrimidin-5-yl}piperidine-1-carboxylate